3-(5-bromo-1-benzofuran-2-yl)-2-[(diphenylmethylidene)amino]propanenitrile BrC=1C=CC2=C(C=C(O2)CC(C#N)N=C(C2=CC=CC=C2)C2=CC=CC=C2)C1